TERT-BUTYL 4-MERCAPTOPIPERIDINE-1-CARBOXYLATE SC1CCN(CC1)C(=O)OC(C)(C)C